N-(4-chlorophenyl)-3-phenylisoquinolin-1-amine ClC1=CC=C(C=C1)NC1=NC(=CC2=CC=CC=C12)C1=CC=CC=C1